Niobium-bismuth [Bi].[Nb]